3,4-diethoxyphenylacetic acid ethyl ester C(C)OC(CC1=CC(=C(C=C1)OCC)OCC)=O